ClC1=NC(=C2N=CN(C2=N1)[C@@H]1O[C@@H]([C@H]([C@H]1O)O)CO)N1CC(C1)(C1=CC=C(C=C1)C)C1=CC=CC=C1 (2R,3R,4S,5R)-2-[2-chloro-6-[3-phenyl-3-(p-tolyl)azetidin-1-yl]purin-9-yl]-5-(hydroxymethyl)tetrahydrofuran-3,4-diol